C(CCCCCCC(C)C)(=O)OC=C Vinyl Isodecanate